S(N)(=O)(=O)NC(=O)C1=C(CCC1)C(=O)NC1=C(C(=C(C(=C1F)F)C1=CC(=CC=C1)OC(F)(F)F)F)F N1-Sulfamoyl-N2-(2,3,5,6-tetrafluoro-3'-(trifluoromethoxy)-[1,1'-biphenyl]-4-yl)cyclopent-1-ene-1,2-dicarboxamide